NCCC1N(C(C2=CC(=CC=C12)C1=NC(=NC=C1Cl)NC1CCOCC1)=O)CC(=O)N(C)C(C)(C)C 2-[1-(2-aminoethyl)-5-(5-chloro-2-[(oxan-4-yl)amino]pyrimidin-4-yl)-3-oxo-2,3-dihydro-1H-isoindol-2-yl]-N-tert-butyl-N-methylacetamide